C(#N)C1=C(SC2=C1CCC(C2)C)NC(CSC2=NN=C(N2C2=CC=CC=C2)C2CC2)=O N-(3-cyano-6-methyl-4,5,6,7-tetrahydro-1-benzothiophen-2-yl)-2-[(5-cyclopropyl-4-phenyl-4H-1,2,4-triazol-3-yl)sulfanyl]acetamide